NC=1C=2N(C(=C(N1)C1=CC=C(C=C1)F)C=1C=CC=3N(C1)C(=CN3)C)C=C(N2)C(=O)NC23CC(C2)(C3)CN3CC(C3)F 8-amino-N-{3-[(3-fluoroazetidin-1-yl)methyl]bicyclo[1.1.1]pentan-1-yl}-6-(4-fluorophenyl)-5-{3-methylimidazo[1,2-a]pyridin-6-yl}imidazo[1,2-a]pyrazine-2-carboxamide